[Si](C)(C)(C(C)(C)C)OCC1CCC(CC1)CN1CCC(CC1)C=1C=CC(=NC1)N 5-(1-(((1s,4s)-4-(((tert-butyldimethylsilyl)oxy)methyl)cyclohexyl)methyl)piperidin-4-yl)pyridin-2-amine